NC=1C=NN(C1)CC(=O)N 2-(4-amino-1H-pyrazol-1-yl)acetamide